(S)-tert-butyl (1-((2-(3',4'-dichloro-[1,1'-biphenyl]-4-yl)ethyl)amino)-1-oxopentan-2-yl)(methyl)carbamate ClC=1C=C(C=CC1Cl)C1=CC=C(C=C1)CCNC([C@H](CCC)N(C(OC(C)(C)C)=O)C)=O